trimethyl-Z-α-phosphonoglycine CC(N(C)C)(C(=O)O)P(=O)(O)O